C(C)(C)(C)OC(=O)N[C@@H](CC1=NC=CC=C1)C(=O)O N-t-butoxycarbonyl-3-pyridinyl-L-alanine